C(C(=C)C)(=O)OC=1C=C2C=CC(=CC2=CC1)C(C(C)(C)C)O 1-(6-methacryloxynaphthalene-2-yl)-2,2-dimethyl-1-propanol